IC1=NN(C2=C1CN(C(CC2)=O)C)C 3-iodo-1,5-dimethyl-7,8-dihydro-4H-pyrazolo[4,3-c]azepin-6-one